N-acetylglycinoyl chloride C(C)(=O)NCC(=O)Cl